(S)-2-((4-((2-hydroxy-1-phenylethyl)amino)-5-(3-(quinuclidin-4-yl)-1,2,4-oxadiazol-5-yl)pyridin-2-yl)amino)-6,7,7-trimethyl-6,7-dihydro-5H-pyrrolo[3,4-d]pyrimidin-5-one OC[C@H](C1=CC=CC=C1)NC1=CC(=NC=C1C1=NC(=NO1)C12CCN(CC1)CC2)NC=2N=CC1=C(N2)C(N(C1=O)C)(C)C